Ethyl 2-(4-((tert-butoxycarbonyl) amino)-3-fluorophenyl)-3-methylbutanoate C(C)(C)(C)OC(=O)NC1=C(C=C(C=C1)C(C(=O)OCC)C(C)C)F